BrCCCOC=1C=CC=CC1 3-(bromopropoxy)benzene